FC=1C=C2C(C(=CN(C2=CC1N1[C@H](CCC1)COC1=NC=CC=C1)C1COC1)C(=O)O)=O (R)-6-fluoro-1-(oxetan-3-yl)-4-oxo-7-(2-((pyridin-2-yloxy)methyl)pyrrolidin-1-yl)-1,4-dihydro-quinoline-3-carboxylic acid